phosphorothiate P([O-])([O-])([O-])=S